3-[4-[3-(Dimethylamino)azetidin-1-yl]anilino]-5-(methylamino)-6-(3-methylimidazo[4,5-c]pyridin-7-yl)pyrazin CN(C1CN(C1)C1=CC=C(NC=2C=NC(=C(N2)NC)C=2C3=C(C=NC2)N(C=N3)C)C=C1)C